FC(C(=O)O)(F)F.ClC=1C=C(CNC=2NC(C3=C(N2)C=NN3C3CCN(CC3)CC3CCN(CC3)C(=O)OC(C)(C)C)=O)C=CC1Cl tert-Butyl 4-((4-(5-((3,4-dichlorobenzyl)amino)-7-oxo-6,7-dihydro-1H-pyrazolo[4,3-d]pyrimidin-1-yl)piperidin-1-yl)methyl)piperidine-1-carboxylate 2,2,2-trifluoroacetate